Z-1-bromo-1,2,3,3-tetrafluoropropene Br\C(=C(\C(F)F)/F)\F